C1(CC1)C=1C=C(OC=2C(=CC(=NC2)OC)C(=O)NCC(F)C2=C(C=C(C=C2)Cl)Cl)C=CC1 5-(3-cyclopropyl-phenoxy)-N-[2-(2,4-dichlorophenyl)-2-fluoro-ethyl]-2-methoxy-pyridine-4-carboxamide